3-phenyl-3,4-dihydro-1H-isochromen-1-one C1(=CC=CC=C1)C1OC(C2=CC=CC=C2C1)=O